2-cyclopropyl-2-((3S,5R)-5-(2,3-dichloro-6-hydroxyphenyl)pyrrolidin-3-yl)acetamide C1(CC1)C(C(=O)N)[C@H]1CN[C@H](C1)C1=C(C(=CC=C1O)Cl)Cl